tert-butyl (S)-(7-cyano-5-fluoroisochroman-4-yl)(methyl)carbamate C(#N)C1=CC(=C2[C@@H](COCC2=C1)N(C(OC(C)(C)C)=O)C)F